C1(CCCCC1)NC(=S)NC(C)C1=CC(=C(C=C1)C)C 1-cyclohexyl-3-[1-(3,4-dimethylphenyl)ethyl]thiourea